3-(6,7,8,9-tetrahydro-5H-pyrido[2,3-b]azepin-2-yl(propyl)-1H-pyrazol-1-yl)propanoic acid N1=C(C=CC2=C1NCCCC2)C=2C(=NN(C2)CCC(=O)O)CCC